1'-(1,3-phenylenedicarbonyl)bis[2-methylaziridine] C1(=CC(=CC=C1)C(=O)N1C(C1)C)C(=O)N1C(C1)C